FC1=CC(=C(CC2C(N(CCC2)C2=NC(=NN2COCC[Si](C)(C)C)C2=CN=NC=C2)=O)C=C1)CF 3-(4-Fluoro-2-(fluoromethyl)benzyl)-1-(3-(pyridazin-4-yl)-1-((2-(trimethylsilyl)ethoxy)methyl)-1H-1,2,4-triazol-5-yl)piperidin-2-one